(2-fluoro-5-(1-(4-fluorophenyl)-1H-pyrazol-4-yl)phenyl)methylamine, hydrochloride Cl.FC1=C(C=C(C=C1)C=1C=NN(C1)C1=CC=C(C=C1)F)CN